(2R)-N-(3-{[(1RS)-1-(2-aminoquinolin-4-yl)ethyl]carbamoyl}-4-methylphenyl)piperidine-2-carboxamide NC1=NC2=CC=CC=C2C(=C1)[C@@H](C)NC(=O)C=1C=C(C=CC1C)NC(=O)[C@@H]1NCCCC1 |&1:11|